N1CC(C1)C1=CC=C(N=N1)C1=C(C=C(C(=C1)F)C=1C=C(C=2N(C1)C=C(N2)C)F)O [6-(azetidin-3-yl)pyridazin-3-yl]-4-fluoro-5-{8-fluoro-2-methylimidazo[1,2-a]pyridin-6-yl}phenol